C(#N)C[C@@H](CC(=O)NC=1SC(=C(N1)C)C(=O)OC(C)(C)C)NC(=O)C1=NC(=CC=C1)C=1C=NN(C1)C tert-butyl 2-[(3S)-4-cyano-3-{[6-(1-methyl-1H-pyrazol-4-yl) pyridin-2-yl] formylamino} butyrylamino]-4-methyl-1,3-thiazole-5-carboxylate